2-[2-[(1S)-1-methyl-2-[1-tetrahydropyran-2-yl-3-[1-(2-trimethylsilylethoxymethyl)pyrazol-4-yl]pyrazolo[3,4-c]pyridin-5-yl]oxy-ethoxy]ethoxy]ethanol C[C@@H](COC=1C=C2C(=CN1)N(N=C2C=2C=NN(C2)COCC[Si](C)(C)C)C2OCCCC2)OCCOCCO